3-(5-(4-(6-methoxypyrimidin-4-yl)-1H-1,2,3-triazol-1-yl)-1-oxoisoindolin-2-yl)piperidine-2,6-dione COC1=CC(=NC=N1)C=1N=NN(C1)C=1C=C2CN(C(C2=CC1)=O)C1C(NC(CC1)=O)=O